C(C)(C)C(C(=O)O)CC 2-isopropyl-butyric acid